C(=O)(O)C1=CC=C(C=C1)C1=NN=NN1 5-(4-carboxyphenyl)-1H-tetrazole